C(C1=CC=CC=C1)(=O)C1=C(C=C(OCCCCOC2=CC(=C(C=C2)C(C2=CC=CC=C2)=O)O)C=C1)O 1,4-bis(4-benzoyl-3-hydroxyphenoxy)butane